NC1=NC(=CC(=N1)C1CC(C1)NS(=O)(=O)C=1C(=NOC1C)C)NC (3-(2-amino-6-(methylamino)pyrimidin-4-yl)cyclobutyl)-3,5-dimethylisoxazole-4-sulfonamide